ClC=1C=C2C=C(NC2=CC1)CNC(N(C1CN(CCC1)C(=O)C1=C(C=NO1)C)C)=O 3-[(5-chloro-1H-indol-2-yl)methyl]-1-methyl-1-[1-(4-methyl-1,2-oxazole-5-carbonyl)piperidin-3-yl]urea